N-(2-(2-(dimethylamino)ethoxy)-5-((4-(7-fluoro-1H-indol-3-yl)-5-methoxypyrimidin-2-yl)amino)phenyl)acetamide CN(CCOC1=C(C=C(C=C1)NC1=NC=C(C(=N1)C1=CNC2=C(C=CC=C12)F)OC)NC(C)=O)C